FC1([C@H](COC1)NC(N(CC1=C(C=NC=C1)C1=NC=CC=C1)C)=O)F 3-[(3S)-4,4-difluorotetrahydrofuran-3-yl]-1-methyl-1-[[3-(2-pyridyl)-4-pyridyl]methyl]urea